perfluoro-2-pentene FC(C(=C(C(C(F)(F)F)(F)F)F)F)(F)F